1-benzyl-4-[5-fluoro-6-(1-methyl-1H-pyrrol-2-yl)pyridin-3-yl]Piperidine C(C1=CC=CC=C1)N1CCC(CC1)C=1C=NC(=C(C1)F)C=1N(C=CC1)C